(E)-9-Octadecenal C(CCCCCCC\C=C\CCCCCCCC)=O